O1C=NC2=C1C1=CC=CC=C1C=C2 naphtho[2,1-d]oxazole